Gamma-glycidoxypropyltri(methoxyethoxy)silane C(C1CO1)OCCC[Si](OCCOC)(OCCOC)OCCOC